C(CCCCCCCCC(=O)OC1CC(N(C(C1)(C)C)C)(C)C)(=O)OC1CC(N(C(C1)(C)C)C)(C)C bis(1,2,2,6,6-pentamethyl-l-4-piperidinyl) sebacate